C=CCCCCCCCCCC normal dodecene